FC=1C(=C(OC2=C(C=C(C(=C2)C(F)(F)F)F)C=2NC=3C=CN=C(C3C(C2)=O)C(=O)N)C=CC1F)O 2-[2-(3,4-Difluoro-2-hydroxy-phenoxy)-5-fluoro-4-(trifluoromethyl)phenyl]-4-oxo-1H-1,6-naphthyridine-5-carboxamide